COC(C1=CC(=C(C=C1)OC)CCl)=O.C(CCCCCCCCCCC)PCCCCPCCCCCCCCCCCC 1,4-di(dodecylphosphino)butane methyl-3-(chloromethyl)-4-methoxybenzoate